FC=1C=C(N)C=C(C1)CN1CCN(CC1)C 3-fluoro-5-((4-methylpiperazin-1-yl)methyl)aniline